5-((5'S,7a'R)-1-benzoyl-3'-oxotetrahydro-3'H-spiro[piperidine-4,2'-pyrrolo[2,1-b]oxazol]-5'-yl)-2-fluorobenzonitrile C(C1=CC=CC=C1)(=O)N1CCC2(C(N3[C@H](O2)CC[C@H]3C=3C=CC(=C(C#N)C3)F)=O)CC1